N1(CCC1)C[C@@H]1[C@H]([C@]2([C@](C3=C(C=NC=C3OC)O2)([C@@H]1O)O)C1=CC=C(C#N)C=C1)C1=CC=CC=C1 |r| Rac-4-((4bS,5R,6S,7S,7aR)-6-(azetidin-1-ylmethyl)-4b,5-dihydroxy-4-methoxy-7-phenyl-4b,5,6,7-tetrahydro-7aH-cyclopenta[4,5]furo[2,3-c]pyridin-7a-yl)benzonitrile